N=1N=C(NC1)C[C@@H](C)C=1C=C(C=CC1)N1C(C2=CC=CC(=C2C1)C(F)(F)F)=O (R)-2-(3-(1-(4H-1,2,4-triazol-3-yl)propan-2-yl)phenyl)-4-(trifluoromethyl)isoindolin-1-one